(5,5-dimethyl-5,6-dihydro-4H-pyrrolo[1,2-b]pyrazol-3-yl)-5-fluoropyridin-2-amine CC1(CC=2N(N=CC2C=2C(=NC=C(C2)F)N)C1)C